FC(C12CC(C1)(C2)C2=NOC(=C2)N)(F)F 3-(3-(trifluoromethyl)bicyclo[1.1.1]pentan-1-yl)isoxazol-5-amine